C(C)(=O)OCCC(CCC)S 3-mercaptohexyl acetate